COC(=O)C1=CC(C2N(CCC3=CC(=C(C=C23)OC)OC)C1)=C 9,10-dimethoxy-1-methylene-1,6,7,11b-tetrahydro-4H-pyrido[2,1-a]isoquinoline-3-carboxylic acid methyl ester